N(=NC(C(=O)NCCO)(C)C)C(C(=O)NCCO)(C)C 2,2'-azobis(2-methyl-N-(2-Hydroxyethyl)-propionamide)